6-chloro-3-[(2,3-difluorophenyl)-hydroxy-methylene]-5-[4-[1-(hydroxymethyl)cyclopropyl]phenyl]indolin-2-one ClC1=C(C=C2C(C(NC2=C1)=O)=C(O)C1=C(C(=CC=C1)F)F)C1=CC=C(C=C1)C1(CC1)CO